2-(allyloxy)-4-(2-(allyloxy)-3-isopropoxy-4-nitrobenzamido)-3-isopropoxybenzoic acid allyl ester C(C=C)OC(C1=C(C(=C(C=C1)NC(C1=C(C(=C(C=C1)[N+](=O)[O-])OC(C)C)OCC=C)=O)OC(C)C)OCC=C)=O